BrC=1C(NC(=CC1)CCl)=O 3-Bromo-6-(chloromethyl)pyridin-2(1H)-one